BrC1=CN=C(N1C)C(=O)O[Li] lithio 5-bromo-1-methyl-1H-imidazole-2-carboxylate